(2,6-dichlorophenoxy)-N-phenylacetamide ClC1=C(OCC(=O)NC2=CC=CC=C2)C(=CC=C1)Cl